IC1=C(OCC=2N=CN(C2)S(=O)(=O)N(C)C)C=CC=C1 4-((2-Iodophenoxy)methyl)-N,N-dimethyl-1H-imidazole-1-sulfonamide